CC1(CC(C1)C1(OCCCO1)CC#N)C 2-[2-(3,3-dimethylcyclobutyl)-1,3-dioxan-2-yl]acetonitrile